FC=1C=C(C=C(C1)C)[C@@H](CC)N=C=O (R)-(+)-1-(3-fluoro-5-methylphenyl)propyl isocyanate